N1CCC(CC1)N1N=CC(=C1)C1=NC2=CC=CC=C2C=C1 2-(1-(piperidin-4-yl)-1H-pyrazol-4-yl)quinoline